methyl N-[4-methyl-5-({4-[(2S)-2-{[2-(trifluoromethyl)quinazolin-4-yl]amino}propyl]piperazin-1-yl}sulfonyl)-1,3-thiazol-2-yl]carbamate CC=1N=C(SC1S(=O)(=O)N1CCN(CC1)C[C@H](C)NC1=NC(=NC2=CC=CC=C12)C(F)(F)F)NC(OC)=O